CC1CC2NC(C1)C2 trans-3-methyl-6-azabicyclo[3.1.1]heptane